2-({1-[(4-chlorophenyl)methyl]-1,2,3-triazacyclopent-4-yl}methyl)isoindole-1,3-dione ClC1=CC=C(C=C1)CN1NNC(C1)CN1C(C2=CC=CC=C2C1=O)=O